mono-N-boc-1,3-diaminopropane C(=O)(OC(C)(C)C)NCCCN